N-tert-butyl-1,1-diphenylmethanimine-15N C(C)(C)(C)[15N]=C(C1=CC=CC=C1)C1=CC=CC=C1